1-(2-bromo-4-fluoro-phenyl)-4-chloro-pyrazolo[3,4-d]pyrimidine BrC1=C(C=CC(=C1)F)N1N=CC=2C1=NC=NC2Cl